C1(CC1)C1=NN(C=C1)C1=CC=C(C=N1)S(=O)(=O)NC=1C2=C(C=NC1OC)C=NN2C 6-(3-CYCLOPROPYL-1H-PYRAZOL-1-YL)-N-(6-METHOXY-1-METHYL-1H-PYRAZOLO[4,3-C]PYRIDIN-7-YL)PYRIDINE-3-SULFONAMIDE